(2S,4R)-N-[(S)-[5-(3,3-difluorocyclobutyl)-6-fluoropyridin-2-yl](phenyl)methyl]-1-[2-(4-ethyl-3-oxo-3,4-dihydropyrazin-2-yl)acetyl]-4-fluoropyrrolidine-2-carboxamide FC1(CC(C1)C=1C=CC(=NC1F)[C@@H](NC(=O)[C@H]1N(C[C@@H](C1)F)C(CC1=NC=CN(C1=O)CC)=O)C1=CC=CC=C1)F